1,1-bis(T-amyl-peroxy)cyclohexane C(C)(C)(CC)OOC1(CCCCC1)OOC(C)(C)CC